5-bromo-4-methyl-1-(3-methyloxetan-3-yl)-1H-pyrazole BrC1=C(C=NN1C1(COC1)C)C